CC1(CCNC(O1)=O)C 6,6-dimethyl-1,3-oxazinan-2-one